((4-(piperidin-4-yl)phenyl)amino)piperidine-2,6-dione hydrochloride Cl.N1CCC(CC1)C1=CC=C(C=C1)NN1C(CCCC1=O)=O